COC1=C(C=CC(=C1)S(=O)(=O)C)NCC#CC=1C=C(C2=C(N(C=N2)CC(F)(F)F)C1)C(=O)N[C@@H]1[C@@H](CNCC1)C 6-(3-((2-Methoxy-4-(methylsulfonyl)phenyl)amino)prop-1-yn-1-yl)-N-((3R,4S)-3-methylpiperidin-4-yl)-1-(2,2,2-trifluoroethyl)-1H-benzo[d]imidazole-4-carboxamide